(S)-N1-(5-chloro-4-(1,7-dimethyl-1H-indol-3-yl)pyrimidin-2-yl)-4-(3-(dimethylamino)pyrrolidin-1-yl)benzene-1,3-diamine ClC=1C(=NC(=NC1)NC1=CC(=C(C=C1)N1C[C@H](CC1)N(C)C)N)C1=CN(C2=C(C=CC=C12)C)C